2-[1-(2-ethylsulfanyl-6-methyl-4-oxo-chromen-8-yl)ethylamino]benzoic acid methyl ester COC(C1=C(C=CC=C1)NC(C)C=1C=C(C=C2C(C=C(OC12)SCC)=O)C)=O